C(=O)(OC(C)(C)C)N1CCC=C(C1)B1OC(C)(C)C(C)(C)O1 1-BOC-3,6-dihydro-2H-pyridine-5-boronic acid pinacol ester